CN1C=NC=2C(N(C=3N=C(C=CC3C21)C(F)(F)F)C=2C(=NC=CC2)C)=O 1-methyl-5-(2-methylpyridin-3-yl)-7-(trifluoromethyl)-1,5-dihydro-4H-imidazo[4,5-c][1,8]naphthyridin-4-one